2-(bromomethyl)-3,4-difluoro-6-methoxybenzoic acid ethyl ester C(C)OC(C1=C(C(=C(C=C1OC)F)F)CBr)=O